trans-siletin [SiH]1=CCC1